tert-butyl 3-(2-amino-3-(1-fluorocyclopropane-1-carboxamido) pyridin-4-yl)-3,8-diazabicyclo[3.2.1]octane-8-carboxylate NC1=NC=CC(=C1NC(=O)C1(CC1)F)N1CC2CCC(C1)N2C(=O)OC(C)(C)C